NC1=C(C=CC(=C1F)NCC1=CC=C(C=C1)C(F)(F)F)NC([C@H]([C@@H](CCCCCC)F)F)=O (2R,3R)-N-(2-amino-3-fluoro-4-((4-(trifluoromethyl)benzyl)amino)phenyl)-2,3-difluorononanamide